C(C)NC[C@@H]([C@H]([C@@H]([C@@H](CO)O)O)O)O (2R-3R,4R,5S)-6-(ethylamino)hexane-1,2,3,4,5-pentaol